[N+](=O)([O-])C1=CC=C(C=C1)NC(=S)NC=1SC(=CN1)SC1=CC=CC=C1 1-(4-nitrophenyl)-3-(5-(phenylsulfanyl)thiazol-2-yl)thiourea